ClC=1C=C(C=NC1)C1=CC=C(C=C1)NC(C(C)(C)C=1N=C(SC1)NS(=O)(=O)C1CC1)=O N-(4-(5-chloropyridin-3-yl)phenyl)-2-(2-(cyclopropanesulfonylamino)thiazol-4-yl)-2-methylpropanamide